CN(C(CN1C(C2=CC(=CC=C2C1)C1=NC(=NC=C1)NC1=CC=NN1C)=O)=O)CCC1=CC=CC=C1 N-methyl-2-(6-{2-[(1-methyl-1H-pyrazol-5-yl)amino]pyrimidin-4-yl}-1-oxo-2,3-dihydro-1H-isoindol-2-yl)-N-(2-phenylethyl)acetamide